N1C(C1)C(C)(C)O 2-(aziridin-2-yl)propan-2-ol